(S)-1-(2-(1-(4-((3-fluorobenzyl)oxy)phenyl)imidazo[1,5-a]pyrazin-3-yl)piperidin-1-yl)prop-2-en-1-one FC=1C=C(COC2=CC=C(C=C2)C=2N=C(N3C2C=NC=C3)[C@H]3N(CCCC3)C(C=C)=O)C=CC1